C(C)[N+](CCOC)(C)CC N,N-diethyl-N-methyl-N-(2-methoxyethyl)ammonium